C1(CC1)N1N=C(C2=C1C=NN(C2=O)CC(=O)N[C@@H](C)C2=CC(=C(C=C2)F)OC)C (S)-2-(1-cyclopropyl-3-methyl-4-oxo-1,4-dihydro-5H-pyrazolo[3,4-d]pyridazin-5-yl)-N-(1-(4-fluoro-3-methoxyphenyl)ethyl)acetamide